(e)-3-(3-nitrophenyl)acryloyl chloride [N+](=O)([O-])C=1C=C(C=CC1)/C=C/C(=O)Cl